The molecule is a linear amino tetrasaccharide consisting of alpha-D-galactose, beta-D-galactose, N-acetyl-beta-D-glucosamine and (at the reducing end) N-acetyl-alpha-D-galactosamine residues linked conesecutively (1->3), (1->4) and (1->3). It is an amino sugar and an amino tetrasaccharide. CC(=O)N[C@@H]1[C@H]([C@@H]([C@H](O[C@H]1O[C@@H]2[C@H]([C@H](O[C@@H]([C@@H]2O)CO)O)NC(=O)C)CO)O[C@H]3[C@@H]([C@H]([C@H]([C@H](O3)CO)O)O[C@@H]4[C@@H]([C@H]([C@H]([C@H](O4)CO)O)O)O)O)O